2-amino-4-(diethylamino)-6-(trifluoromethyl)pyrimidine NC1=NC(=CC(=N1)N(CC)CC)C(F)(F)F